N-(5-FLUORO-1-METHYL-1H-INDAZOL-7-YL)-1-(2-(TRIFLUOROMETHYL)PYRIDIN-4-YL)-1H-PYRAZOLE-4-SULFONAMIDE FC=1C=C2C=NN(C2=C(C1)NS(=O)(=O)C=1C=NN(C1)C1=CC(=NC=C1)C(F)(F)F)C